1-(3-(2-methoxyethoxy)-1H-pyrazol-1-yl)ethan-1-one COCCOC1=NN(C=C1)C(C)=O